chlorobenzenephosphonic acid ClC1=C(C=CC=C1)P(O)(=O)O